(S)-N-(1-(6-(2-(difluoromethyl)phenyl)-5-fluoro-1-neopentyl-1H-indol-3-yl)-2,2-difluoroethyl)cyclopropanesulfonamide FC(C1=C(C=CC=C1)C1=C(C=C2C(=CN(C2=C1)CC(C)(C)C)[C@@H](C(F)F)NS(=O)(=O)C1CC1)F)F